N=1ON=C2C1C=CC(=C2)COC2=C(CN[C@H](CO)C(=O)O)C=C(C(=C2)OCC=2C(=C(C=CC2)C2=CC=CC=C2)C)[N+](=O)[O-] (2-(benzo[c][1,2,5]oxadiazol-5-ylmethoxy)-4-((2-methyl-[1,1'-biphenyl]-3-yl)methoxy)-5-nitrobenzyl)-D-serine